tert-butyl-(piperidin-4-ylmethyl)carbamic acid C(C)(C)(C)N(C(O)=O)CC1CCNCC1